ClC=1C=C(C=CC1O)/C=C/C(=O)C1=CC=C(C=C1)C(F)(F)F (E)-3-(3-Chloro-4-hydroxyphenyl)-1-[4-(trifluoromethyl)phenyl]prop-2-en-1-one